alanyl-hydroxyprolinyl-diaminobutyryl-benzylamide N[C@@H](C)C(=O)N1[C@@H](C[C@@H](O)C1)C(=O)C(C1=CC=CC=C1)[N-]C(CCC(N)N)=O